[4-[2-[(4-methoxyphenyl)methylamino]imidazo[2,1-b][1,3,4]thiadiazol-5-yl]phenyl]methanol COC1=CC=C(C=C1)CNC1=NN2C(S1)=NC=C2C2=CC=C(C=C2)CO